3-butoxy-4-((3-decyl-1,3-didodecylindolin-2-ylidene)methyl)cyclobut-3-ene-1,2-dione C(CCC)OC=1C(C(C1C=C1N(C2=CC=CC=C2C1(CCCCCCCCCCCC)CCCCCCCCCC)CCCCCCCCCCCC)=O)=O